C(N)(=N)C=1C=C(C=CC1)CC(C=1SC=CN1)NS(=O)(=O)C=1C=C(NC(CCNC(OC(C)(C)C)=O)=O)C=CC1 tert-butyl N-[3-[3-[[2-(3-carbamimidoylphenyl)-1-thiazol-2-yl-ethyl]sulfamoyl]anilino]-3-oxo-propyl]carbamate